BrC1=C2C=NN(C2=C(C=C1)CO)COCC[Si](C)(C)C (4-bromo-1-{[2-(trimethylsilyl)ethoxy]methyl}indazol-7-yl)methanol